C(#N)C=1C=C(C(=NC1)N1CCC(CC1)OC1=C(C=C(C=C1)F)F)NC(C1=C(N=CC=C1)OC)=O N-(5-cyano-2-(4-(2,4-difluorophenoxy)piperidin-1-yl)pyridin-3-yl)-2-methoxynicotinamide